ClC1=C(C=CC(=C1)Cl)CN1OCC(C1=O)(C)C 2-[(2,4-dichlorophenyl)methyl]-4,4-dimethyl-3-isoxazolidone